2,2,2-trifluoro-1-(1-methyl-1H-pyrazol-3-yl)ethanol FC(C(O)C1=NN(C=C1)C)(F)F